Magnesium diboride [B].[B].[Mg]